FC(C=1OC(=CC1C(=O)NC1=NC(=NS1)CC(=C(F)F)C)C1=CC(=CC=C1)OC(F)F)(F)F 2-(trifluoromethyl)-5-(3-(difluoromethoxy)phenyl)-N-(3-(3,3-difluoro-2-methylallyl)-1,2,4-thiadiazol-5-yl)furan-3-carboxamide